(R)-1-(3,3-difluoro-4-((5-(1-(2-fluoroethyl)-1H-benzo[d]imidazol-6-yl)-4-methoxypyrrolo[2,1-f][1,2,4]triazin-2-yl)amino)piperidin-1-yl)-2-hydroxyethan-1-one FC1(CN(CC[C@H]1NC1=NN2C(C(=N1)OC)=C(C=C2)C=2C=CC1=C(N(C=N1)CCF)C2)C(CO)=O)F